ClC1=CC2=C(NC(OC2=O)=O)C(=C1)Cl 6,8-dichloro-1H-benzo[d][1,3]oxazine-2,4-dione